2,2,3,3-tetrafluoro-1,4-butanediol FC(CO)(C(CO)(F)F)F